(4-azido)benzoate N(=[N+]=[N-])C1=CC=C(C(=O)[O-])C=C1